[(5-[1-[4-(trifluoromethyl)phenyl]pyrazol-4-yl]-1H-indol-3-yl)carbamoyl]formic acid Ethyl-[(5-[1-[4-(trifluoromethyl)phenyl]pyrazol-4-yl]-1H-indol-3-yl)carbamoyl]formate C(C)OC(=O)C(NC1=CNC2=CC=C(C=C12)C=1C=NN(C1)C1=CC=C(C=C1)C(F)(F)F)=O.FC(C1=CC=C(C=C1)N1N=CC(=C1)C=1C=C2C(=CNC2=CC1)NC(=O)C(=O)O)(F)F